COC1=CC(=CC=2C(C(OC21)C2=CC(=C(C=C2)O)OC)C)C=CC 4-(2,3-dihydro-7-methoxy-3-methyl-5-propenyl-2-benzofuranyl)-2-methoxyphenol